7-tetrahydropyran-4-ylimidazo[1,2-c]pyrimidine O1CCC(CC1)C1=CC=2N(C=N1)C=CN2